C(N(CC(=O)[O-])CC(=O)[O-])CN(CC(=O)[O-])CC(=O)[O-].[Na+].C(C)C1=C(C2=C3C=CC=CC3=CN=C2C=C1)C1=CC=CC=C1.[Na+].[Na+].[Na+] ethyl-phenylphenanthridine Natrium Edetat